2-(2-((2-acetyl-5-(3-(aminomethyl)phenyl)benzofuran-3-yl)methoxy)phenyl)acetic acid C(C)(=O)C=1OC2=C(C1COC1=C(C=CC=C1)CC(=O)O)C=C(C=C2)C2=CC(=CC=C2)CN